FC([C@H](C)N1N=NC2=C1C=C(C=C2)C=2C(=CN1N=C(N=C(C12)OC)N[C@@H]1[C@H](CN(CC1)C1COC1)F)F)F 5-(1-((S)-1,1-difluoropropan-2-yl)-1H-benzo[d][1,2,3]triazol-6-yl)-6-fluoro-N-((3S,4S)-3-fluoro-1-(oxetan-3-yl)piperidin-4-yl)-4-methoxypyrrolo[2,1-f][1,2,4]triazin-2-amine